FC=1C=C(C=C(C1)F)C[C@@H](C(=O)OCCCCCCCCCCCCCCCCCCC)N[P@](=O)(OC1=CC=CC=C1)OC1=C(C(=C(C(=C1F)F)F)F)F Nonadecyl (S)-3-{3,5-difluorophenyl}-2-(((S)-(perfluorophenoxy)(phenoxy)phosphoryl)amino)propanoate